COC(C[C@H]1O[C@@H]([C@H](C(C1)=C)O[Si](C)(C)C(C)(C)C)C=O)=O ((2s,5s,6s)-5-(tert-butyldimethylsilyloxy)-6-formyl-4-methylenetetrahydro-2H-pyran-2-yl)acetic acid methyl ester